(4-methoxytetrahydro-2H-pyran-4-yl)methanamine COC1(CCOCC1)CN